(1r,2'S,4S)-4-(3-chloroanilino)-2'-{(2R)-3-[(7-fluoro-6,7-dihydro-5H-cyclopenta[b]pyridin-4-yl)oxy]-2-methylpropyl}-2',3'-dihydrospiro[cyclohexane-1,1'-indene]-4-carboxylic acid ClC=1C=C(NC2(CCC3([C@H](CC4=CC=CC=C34)C[C@H](COC3=C4C(=NC=C3)C(CC4)F)C)CC2)C(=O)O)C=CC1